CC1=CC(=NC=C1C)C(=O)O 4,5-dimethylpicolinic acid